Diiodobenzene diacetate C(C)(=O)O.C(C)(=O)O.IC1=C(C=CC=C1)I